C1=CC(=CC=2C3=CC=CC=C3CC12)C(=O)[O-] 9H-Fluorene-3-carboxylate